9-hexyl-fluorene C(CCCCC)C1C2=CC=CC=C2C=2C=CC=CC12